C(C=C)C(O)C(CO)(CO)CO (Allyl)Pentaerythritol